CC1=CC=C(C2=CC=CC=C12)C1=C(C=CC=C1)P(C1=CC=CC=C1)C1=CC=CC=C1 (2-(4-methylnaphthalen-1-yl)phenyl)diphenylphosphine